2-(2,6-dioxopiperidin-3-yl)-4-(((1-(1-(2-(4-fluorophenyl)acetyl)piperidin-4-yl)-1H-pyrazol-4-yl)methyl)amino)isoindoline-1,3-dione O=C1NC(CCC1N1C(C2=CC=CC(=C2C1=O)NCC=1C=NN(C1)C1CCN(CC1)C(CC1=CC=C(C=C1)F)=O)=O)=O